C(C)(C)(C)OC(N(CC1=CC=C(C=C1)C=1OC=CN1)C1=CC(=NC=2N1N=CC2C2CC2)Cl)=O (5-chloro-3-cyclopropylpyrazolo[1,5-a]pyrimidin-7-yl)(4-(oxazol-2-yl)benzyl)carbamic acid tert-butyl ester